N1(CCC1)C(=O)S(=O)C azetidin-1-yl(methylsulfinyl)methanone